5-Hydroxy-5-methylhexahydrocyclopenta[c]pyrrole-2(1H)-carboxylic acid tert-butyl ester C(C)(C)(C)OC(=O)N1CC2C(C1)CC(C2)(C)O